Cl.FC1(CNCCC1CC(=O)N1CCC(CC1)C1=CC=C(NC2C(NC(CC2)=O)=O)C=C1)F 3-[4-[1-[2-(3,3-difluoro-4-piperidyl)acetyl]-4-piperidyl]anilino]piperidine-2,6-dione hydrochloride